[8-[2-(dimethylamino)butyl]-6-ethoxycarbonyl-5-oxo-1,8-naphthyridin-3-yl]boronic acid CN(C(CN1C=C(C(C=2C=C(C=NC12)B(O)O)=O)C(=O)OCC)CC)C